ClC1=CC(=C(C=C1)COC1=NC2=CC(=CC=C2C=C1C(F)(F)F)CC1=NC2=C(C=NC(=C2)C2=NN=C(N2)C(F)(F)F)N1C[C@H]1OCC1)F 2-[(4-chloro-2-fluorophenyl)methoxy]-7-[(3-{[(2S)-oxetan-2-yl]methyl}-6-[5-(trifluoromethyl)-4H-1,2,4-triazol-3-yl]-3H-imidazo[4,5-c]pyridin-2-yl)methyl]-3-(trifluoromethyl)quinoline